3,5-dichloro-N-methyl-N-cyclopropyl-2-methylaminobenzamide ClC=1C(=C(C(=O)N(C2CC2)C)C=C(C1)Cl)NC